BrC1=C(CNC(=O)C=2C(=C3C4C(C(OC3=CC2CCCCC)(C)C)CCC(=C4)C)O)C=CC=C1 N-(2-bromobenzyl)-1-hydroxy-6,6,9-trimethyl-3-pentyl-6a,7,8,10a-tetrahydro-6H-benzo[c]chromene-2-carboxamide